4-(3-(4-((3-hydroxybenzyl)amino)piperidin-1-yl)propoxy)-7H-furo[3,2-g]chromen-7-one OC=1C=C(CNC2CCN(CC2)CCCOC2=C3C=CC(OC3=CC3=C2C=CO3)=O)C=CC1